2-ethyl-3-iodopyridine C(C)C1=NC=CC=C1I